O1C=C(C=C1)C=1N=C(C2=C(N1)SC(=C2)C)NCCCC2=CC=C(C=C2)C=2C=NC(=CC2)[N+](=O)[O-] 2-(furan-3-yl)-6-methyl-N-(3-[4-(6-nitropyridin-3-yl)phenyl]propyl)thieno[2,3-d]pyrimidin-4-amine